2-(4-fluorophenyl)-2-methoxy-acetic acid FC1=CC=C(C=C1)C(C(=O)O)OC